2-picolylamine N1=C(C=CC=C1)CN